5-METHYLTHIAZOLE-4-CARBOXYLIC ACID CC1=C(N=CS1)C(=O)O